CN(C(C1=CC=C(C=C1)N1CCNCC1)=O)C1=CC=C(C=C1)N1CCNCC1 N-methyl-4-(piperazin-1-yl)-N-[4-(piperazin-1-yl)phenyl]benzamide